benzyl 5'-oxo-1'-(5-(trifluoromethyl)pyridin-2-yl)-3-azaspiro[bicyclo[3.1.1]heptane-6,3'-pyrrolidine]-3-carboxylate O=C1CC2(CN1C1=NC=C(C=C1)C(F)(F)F)C1CN(CC2C1)C(=O)OCC1=CC=CC=C1